C(C)(C)(C)OC(=O)NC=1N=NC2=C(C=C(C=C2C1)C(=O)OC)OC methyl 3-((tert-butoxycarbonyl) amino)-8-methoxycinnoline-6-carboxylate